NC1=NC=CC(=C1C#N)C1=NNC2=NC(=CN=C21)C2CNCCC2(N)C 3-(3-(2-amino-3-cyano-pyridin-4-yl)-1H-pyrazolo[3,4-b]pyrazin-6-yl)-4-methylpiperidin-4-amine